2-(methoxymethyl)-N8-[cis-3-(trifluoromethoxy)cyclobutyl]imidazo[1,2-b]pyridazine-3,8-dicarboxamide COCC=1N=C2N(N=CC=C2C(=O)N[C@@H]2C[C@@H](C2)OC(F)(F)F)C1C(=O)N